3-(4-(pyrrolidin-1-yl)pyrimidin-2-yl)-6-(trifluoromethyl)imidazo[1,2-a]pyrazine N1(CCCC1)C1=NC(=NC=C1)C1=CN=C2N1C=C(N=C2)C(F)(F)F